C(CCC)NC(=O)NC=1C(=C2C=C(C(=NC2=CC1)C1=CC=CC=C1)C1=CC=CC=C1)C=1C(=NC=CC1)O 1-butyl-3-(5-(2-hydroxypyridin-3-yl)-2,3-diphenylquinolin-6-yl)urea